C(C(=C)C)(=O)OC1(CCC(C1)C)C 1,4-dimethyl-1-cyclopentyl methacrylate